ClC1=C(C=CC(=C1)C(F)(F)F)NC(CN1C=2N(C(C(=C1CC)N1CCN(CC1)CC1=C(C(=NC=C1)C)O)=O)N=C(N2)C2=CC=CC=C2)=O N-(2-chloro-4-(trifluoromethyl)phenyl)-2-(5-ethyl-6-(4-(3-hydroxy-2-methylisonicotinyl)piperazin-1-yl)-7-oxo-2-phenyl-[1,2,4]triazolo[1,5-a]pyrimidin-4(7H)-yl)acetamide